Cl.Cl.C[C@@H](N)CC1=CNC=N1 R-α-Methylhistamine dihydrochloride